C(C)(=O)C1=CC=C(C=C1)NC(=O)N1CCN(CC1)C1=NC(=NC=C1)NC1=CC=C(C=C1)OCCCN1CCOCC1 N-(4-acetylphenyl)-4-[2-({4-[3-(morpholin-4-yl)propoxy]phenyl}amino)pyrimidin-4-yl]piperazine-1-carboxamide